NC=1N=C(NC1)COCC 4-amino-2-(ethoxymethyl)-1H-imidazol